7-(bromomethyl)-3-ethyl-1H-1,6-naphthyridin-2-one BrCC1=NC=C2C=C(C(NC2=C1)=O)CC